O=C1NC(CCC1N1C(C2=CC=CC(=C2C1=O)CCCCCN1CCN(CC1)C1=CC=C(N=N1)C(=O)N1CCC(CC1)CCCCNC(\C=C\C=1C=NC=CC1)=O)=O)=O (E)-N-(4-(1-(6-(4-(5-(2-(2,6-dioxopiperidin-3-yl)-1,3-dioxoisoindolin-4-yl)pentyl)piperazin-1-yl)pyridazine-3-carbonyl)piperidin-4-yl)butyl)-3-(pyridin-3-yl)acrylamide